C1(=CC=CC=C1)C(=O)OC1=CC=CC=C1 Phenoxy phenyl ketone